tert-Butyl ((S)-(7-((S)-amino(1-cyanocyclobutyl)methyl)imidazo[1,2-b]pyridazin-2-yl)(4,4-difluorocyclohexyl)methyl)carbamate N[C@@H](C1=CC=2N(N=C1)C=C(N2)[C@H](C2CCC(CC2)(F)F)NC(OC(C)(C)C)=O)C2(CCC2)C#N